C1(CCCC1)N1C(C(=CC2=CN=C(C=C12)C=1C=NN(C1)C)C1=C(C(=CC(=C1Cl)OC)OC)Cl)=O 1-cyclopentyl-3-(2,6-dichloro-3,5-dimethoxyphenyl)-7-(1-methyl-1H-pyrazol-4-yl)-1,6-naphthyridin-2(1H)-one